(difluoro(2-(((3S,6S,10aS)-5-oxo-3-((quinoxalin-6-ylmethyl)carbamoyl)decahydropyrrolo[1,2-a]azocin-6-yl)carbamoyl)benzo[b]thiophen-5-yl)methyl)phosphonic acid FC(C1=CC2=C(SC(=C2)C(N[C@H]2CCCC[C@@H]3N(C2=O)[C@@H](CC3)C(NCC=3C=C2N=CC=NC2=CC3)=O)=O)C=C1)(F)P(O)(O)=O